OC1=C(C(=O)OC(C)(C)C)C=CC=C1 tert-Butyl Hydroxybenzoate